tert-butyl 1-(1'-(3-chloro-2-cyanophenyl)-2'-oxospiro[cyclohexane-1,3'-indolin]-6'-yl)piperidine-4-carboxylate ClC=1C(=C(C=CC1)N1C(C2(C3=CC=C(C=C13)N1CCC(CC1)C(=O)OC(C)(C)C)CCCCC2)=O)C#N